The molecule is an organosilicon compound that is propionic acid substituted at position 3 by a trimethylsilyl group. It is used as internal reference in the NMR spectrum nuclear magnetic resonance for aqueous solvents (e.g. D2O). It is an organosilicon compound and a monocarboxylic acid. It derives from a propionic acid. It is a conjugate acid of a 3-(trimethylsilyl)propionate. C[Si](C)(C)CCC(=O)O